N-[(2S)-2-hydroxy-2-(3-pyridyl)ethyl]-N-propyl-2-[6-(trifluoromethyl)-3-pyridyl]propanamide O[C@H](CN(C(C(C)C=1C=NC(=CC1)C(F)(F)F)=O)CCC)C=1C=NC=CC1